O6-(2-nitro-5-propargyloxybenzyl)-2',3',5'-tri-O-tert-butyldimethylsilylguanosine [N+](=O)([O-])C1=C(COC=2C=3N=CN([C@H]4[C@H](O[Si](C)(C)C(C)(C)C)[C@H](O[Si](C)(C)C(C)(C)C)[C@@H](CO[Si](C)(C)C(C)(C)C)O4)C3N=C(N2)N)C=C(C=C1)OCC#C